2-(3,4-Difluoro-phenyl)-N-(4-oxo-2-pyrrolidin-1-yl-4H-quinazolin-3-yl)-acetamide FC=1C=C(C=CC1F)CC(=O)NN1C(=NC2=CC=CC=C2C1=O)N1CCCC1